BrC1=NC=CC(=C1)COC=1C=C2CN(C(C2=CC1)=O)C1CCCC1 5-((2-Bromopyridin-4-yl)methoxy)-2-cyclopentylisoindolin-1-one